CC1(COCC1)NC(=O)[C@@H]1CN(CC[C@H]1NC(=O)C1=NOC(=C1)C1=C(C=C(C=C1)F)F)C1CCCCC1 (3R,4R)-1-cyclohexyl-4-{[5-(2,4-difluoro-phenyl)-isoxazole-3-carbonyl]-amino}-piperidine-3-carboxylic acid (3-methyl-tetrahydro-furan-3-yl)-amide